(R)-(4,4-Difluoropiperidin-1-yl)(1-((4-(oxetan-3-ylthio)phenyl)sulfonyl)piperidin-3-yl)methanone FC1(CCN(CC1)C(=O)[C@H]1CN(CCC1)S(=O)(=O)C1=CC=C(C=C1)SC1COC1)F